2,3-bis(2-fluorophenyl)quinolin-6-amine FC1=C(C=CC=C1)C1=NC2=CC=C(C=C2C=C1C1=C(C=CC=C1)F)N